C(CC(C)C)C1=C(C(=O)C2=CC=C(C=C2)C(=O)OOC(C)(C)C)C=CC(=C1)C(=O)OOC(C)(C)C isoamyl-4,4'-bis(tert-butylperoxycarbonyl)benzophenone